tert-Butyl 4-(4-((4-(3-(pyridin-3-yl)-1-(pyridin-3-ylmethyl)-1H-pyrazol-4-yl)pyrimidin-2-yl)amino)phenyl)piperazine-1-carboxylate N1=CC(=CC=C1)C1=NN(C=C1C1=NC(=NC=C1)NC1=CC=C(C=C1)N1CCN(CC1)C(=O)OC(C)(C)C)CC=1C=NC=CC1